4-cyclopropyl-1,2,5-oxadiazolecarboxylic acid C1(CC1)C=1C(=NON1)C(=O)O